3-ethyl-N-[(2E)-1-methylpyridin-2(1H)-ylidene]oxetane-3-carboxamide C(C)C1(COC1)C(=O)/N=C\1/N(C=CC=C1)C